ethyl 5-(N-(2-(4-(3-bromothiophene-2-carbonyl) piperazin-1-yl) phenyl)-N-(4-cyanophenyl) sulfamoyl)-3-methylbenzothiophene-2-carboxylate BrC1=C(SC=C1)C(=O)N1CCN(CC1)C1=C(C=CC=C1)N(S(=O)(=O)C=1C=CC2=C(C(=C(S2)C(=O)OCC)C)C1)C1=CC=C(C=C1)C#N